ethyl (S)-1-(2-((t-butoxycarbonyl) amino) propyl)-4-methyl-1H-pyrrole-3-carboxylate C(C)(C)(C)OC(=O)N[C@H](CN1C=C(C(=C1)C)C(=O)OCC)C